(3S)-3-({(1S)-2-[4,6-bis(trifluoromethyl)-1,3,5-triazin-2-yl]-6-chloro-2,3,4,9-tetrahydro-1H-pyrido[3,4-b]indol-1-yl}methyl)-1-methylpiperidin-2-one FC(C1=NC(=NC(=N1)C(F)(F)F)N1[C@H](C=2NC3=CC=C(C=C3C2CC1)Cl)C[C@H]1C(N(CCC1)C)=O)(F)F